4'-(methylamino)spiro[cyclopentane-1,5'-pyrrolo[2,3-d]pyrimidin]-6'(7'H)-one CNC=1C2=C(N=CN1)NC(C21CCCC1)=O